7-(1,5-dimethylpyrazol-4-yl)thieno[3,2-c]pyridine CN1N=CC(=C1C)C=1C2=C(C=NC1)C=CS2